2-(triphenyl-λ5-phosphanylidene)acetaldehyde C1(=CC=CC=C1)P(=CC=O)(C1=CC=CC=C1)C1=CC=CC=C1